ClC1=CC=C2C(=CNC2=C1N1N=CC=N1)S(=O)(=O)NC1=NC=C(C(=N1)OC)OCCF 6-chloro-N-[5-(2-fluoroethoxy)-4-methoxy-pyrimidin-2-yl]-7-(triazol-2-yl)-1H-indole-3-sulfonamide